(S)-6-(1-methyl-1H-pyrazol-4-yl)-N-(2-methyl-5-(2-(2-methylpyrrolidin-1-yl)acetamido)pyridin-3-yl)-[1,2,3]triazolo[1,5-a]pyridine-3-carboxamide CN1N=CC(=C1)C=1C=CC=2N(C1)N=NC2C(=O)NC=2C(=NC=C(C2)NC(CN2[C@H](CCC2)C)=O)C